O[C@@H]1[C@@H](C[C@@H](CC1)N1N=C2C=C(C(=CC2=C1)C(=O)NC1=CN=C2N1N=CC=C2)OC)C ((1r,3r,4s)-4-hydroxy-3-methylcyclohexyl)-N-(imidazo[1,2-b]pyridazin-3-yl)-6-methoxy-2H-indazole-5-carboxamide